t-heptanol C(C)(C)(CCCC)O